N-[5-[4-[[[3-(2-Isopropylphenyl)-4-oxo-thiazolidin-2-ylidene]hydrazono]methyl]phenyl]-2-methyl-pyrazol-3-yl]-4-(trifluoromethoxy)cyclohexanecarboxamide C(C)(C)C1=C(C=CC=C1)N1C(SCC1=O)=NN=CC1=CC=C(C=C1)C=1C=C(N(N1)C)NC(=O)C1CCC(CC1)OC(F)(F)F